C(C)(C)(C)NC([O-])=O tert-butylcarbamate